C1(CC1)C1=CN(C=2N=CN=C(C21)N2[C@H](CN[C@@H](C2)C)C)C2=CC(=CC(=C2)F)F 5-cyclopropyl-7-(3,5-difluorophenyl)-4-((2S,5R)-2,5-dimethylpiperazin-1-yl)-7H-pyrrolo[2,3-d]pyrimidine